ClC1=C(C=NN1[C@@H]1[C@H](CN(CC1)C1COC1)F)NC=1C=C(C2=C(N1)NC=C2C(F)(F)F)NC N6-(5-chloro-1-((3S,4S)-3-fluoro-1-(oxetan-3-yl)piperidin-4-yl)-1H-pyrazol-4-yl)-N4-methyl-3-(trifluoromethyl)-1H-pyrrolo[2,3-b]pyridine-4,6-diamine